OC1=C(C(=CC(=C1)O)OC)C(\C=C\C1=CC2=CC=CC=C2C=C1)=O (E)-1-(2,4-dihydroxy-6-methoxyphenyl)-3-(Naphthalen-2-yl)prop-2-en-1-one